N-methyl-N-(3-(((2-((4-(4-(piperazin-1-yl)piperidin-1-yl)phenyl)amino)-5-(trifluoromethyl)pyrimidin-4-yl)amino)methyl)pyrazin-2-yl)methanesulfonamide CN(S(=O)(=O)C)C1=NC=CN=C1CNC1=NC(=NC=C1C(F)(F)F)NC1=CC=C(C=C1)N1CCC(CC1)N1CCNCC1